tert-Butyl (S)-2-amino-4-methyl-2-(2-nitrophenyl)pentanoate N[C@@](C(=O)OC(C)(C)C)(CC(C)C)C1=C(C=CC=C1)[N+](=O)[O-]